N[C@H](C(=O)N1CC2=C(CC1)NC(=N2)C2=NNC1=CC(=CC=C21)C2=C(C=C(C=C2)O)CC)CN(C)C (S)-2-amino-3-(dimethylamino)-1-(2-(6-(2-ethyl-4-hydroxyphenyl)-1H-indazol-3-yl)-1,4,6,7-tetrahydro-5H-imidazo[4,5-c]pyridin-5-yl)propan-1-one